O=C1N(C(C=2C1=CC=1CNCC1C2)=O)C2C(NC(CC2)=O)=O 3-{1,3-dioxo-5H,6H,7H-pyrrolo[3,4-f]isoindol-2-yl}piperidine-2,6-dione